N-methylimidazolium palladium(II) [Pd+2].CN1C=[NH+]C=C1